azetidinium ammonium chloride [Cl-].[NH4+].[NH2+]1CCC1.[Cl-]